The molecule is a primary amino compound and a member of guanidines. It has a role as an Escherichia coli metabolite and a mouse metabolite. It is a conjugate base of an agmatinium(2+). C(CCN=C(N)N)CN